FC1=CC=C(C=C1)C1=C(COC2=CC=C(C=C12)OC(F)(F)F)C(=O)O 4-(4-fluorophenyl)-6-(trifluoromethoxy)-2H-chromene-3-carboxylic acid